C(C)(C)(C)OC(=O)N(C(CC(=O)O)C(=O)N1COCC1)C 3-[tert-butoxycarbonyl(methyl)amino]-4-oxazolidin-3-yl-4-oxo-butanoic acid